4-(1-(5-isocyanatopyridin-2-yl)-5-methoxy-1H-pyrazol-4-yl)benzonitrile N(=C=O)C=1C=CC(=NC1)N1N=CC(=C1OC)C1=CC=C(C#N)C=C1